ClC1=C(C=CC=C1)C=1N=C(SC1)NC(C1=NC=C(C=C1)C(=O)N1CCN(CC1)C)=O N-(4-(2-chlorophenyl)thiazol-2-yl)-5-(4-methylpiperazine-1-carbonyl)picolinamide